ClC1=C(C(=O)N[C@H]2C(N(OC2)CC(F)(F)F)=O)C=C(C=C1)NC1=NOC(C1)(C(F)(F)F)C1=CC(=C(C(=C1)Cl)F)Cl 2-chloro-5-[[5-(3,5-dichloro-4-fluoro-phenyl)-5-(trifluoromethyl)-4H-isoxazol-3-yl]amino]-N-[(4R)-3-oxo-2-(2,2,2-trifluoroethyl)isoxazolidin-4-yl]benzamide